C(C)(C)OC=1C=CC(=NC1)C1=NSC(=N1)NC1=C(C=C(C=N1)N(C(OC(C)(C)C)=O)C)C tert-butyl (6-((3-(5-isopropoxypyridin-2-yl)-1,2,4-thiadiazol-5-yl) amino)-5-methylpyridin-3-yl)(methyl)carbamate